2-(2-fluoro-6-(pyrrolidin-1-yl)pyridin-3-yl)-6,7-dihydrothiazolo[5,4-c]pyridin FC1=NC(=CC=C1C=1SC=2C=NCCC2N1)N1CCCC1